C(C)(CCC)C1=C(C=CC(=C1)Cl)O sec-amyl-p-chlorophenol